1-cyclopropyl-N-(2,4-dimethoxybenzyl)-3-(trimethylstannyl)-1H-pyrazolo[3,4-d]pyrimidin-4-amine C1(CC1)N1N=C(C=2C1=NC=NC2NCC2=C(C=C(C=C2)OC)OC)[Sn](C)(C)C